di-(tert-butyl)(3-methylphenyl)phosphine C(C)(C)(C)P(C1=CC(=CC=C1)C)C(C)(C)C